(E)-2-cyano-N-(5-methylpyridin-2-yl)-3-(4-(naphthalen-1-yl)thiophen-2-yl)acrylamide C(#N)/C(/C(=O)NC1=NC=C(C=C1)C)=C\C=1SC=C(C1)C1=CC=CC2=CC=CC=C12